4-[3,6-dichloro-2-[(5-methylpyrazin-2-yl)methoxy]phenyl]-5-hydroxy-2,6-dimethyl-pyridazin-3-one ClC=1C(=C(C(=CC1)Cl)C=1C(N(N=C(C1O)C)C)=O)OCC1=NC=C(N=C1)C